[C@H]1(CCC2=CC=CC=C12)NC(=O)C=1C=2C[C@@H]3[C@H](C2N(N1)C1=C(C=C(C=C1)F)F)C3 (1aR,5aR)-2-(2,4-Difluoro-phenyl)-1a,2,5,5a-tetrahydro-1H-2,3-diaza-cyclopropa[a]pentalene-4-carboxylic acid (R)-indan-1-ylamide